3-methyl-4-((1-methylpiperidin-4-yl)thio)aniline CC=1C=C(N)C=CC1SC1CCN(CC1)C